methyl 2-fluoro-8,8-dimethyl-7,8-dihydro-6H-cyclopenta[e]pyrazolo[1,5-a]pyrimidine-6-carboxylate FC1=NN2C(N=CC3=C2C(CC3C(=O)OC)(C)C)=C1